C(C)(C)[Si](C(C)C)(C(C)C)N([Si](C(C)C)(C(C)C)C(C)C)[Si](C(C)C)(C(C)C)C(C)C Tris(triisopropylsilyl)amin